3-(5-(((1R,2S)-2-(3-(5-fluoropyrimidin-2-yl)azetidin-1-yl)cyclohexyl)oxy)-1-oxoisoindolin-2-yl)piperidine-2,6-dione FC=1C=NC(=NC1)C1CN(C1)[C@@H]1[C@@H](CCCC1)OC=1C=C2CN(C(C2=CC1)=O)C1C(NC(CC1)=O)=O